OC=1C(=NC2=CC=CC=C2C1)C1C(C2=CC=CC=C2C1=O)=O 2-(3-hydroxy-2-quinolinyl)-1,3-indenedione